OC1=C(C(=CC(=C1)C(F)(F)F)C)C1=CC=C(N=N1)N1[C@@H]2[C@H](CC1)N(CC2)C(=O)OC(C)(C)C |r| tert-butyl rac-(3aS,6aS)-1-[6-[2-hydroxy-6-methyl-4-(trifluoromethyl) phenyl]pyridazin-3-yl]-2,3,3a,5,6,6a-hexahydropyrrolo[3,2-b]pyrrole-4-carboxylate